FC(C=1NN(CC1)C1=CC=CC=C1)(F)F 3-(trifluoromethyl)-1-phenyl-pyrazoline